O=C1NC(CCC1N1N=CC2=CC=C(C(=C12)F)C#CCNC(OC(C)(C)C)=O)=O tert-Butyl (3-(1-(2,6-dioxopiperidin-3-yl)-7-fluoro-1H-indazol-6-yl)prop-2-yn-1-yl)carbamate